N-(3-chloro-5-(trifluoromethyl)phenyl)-4-(3,3-difluoropyrrolidine-1-carbonyl)-2,5-dimethyl-1H-pyrrole-3-sulfonamide ClC=1C=C(C=C(C1)C(F)(F)F)NS(=O)(=O)C1=C(NC(=C1C(=O)N1CC(CC1)(F)F)C)C